N1(C=NC=C1)C=1N=C(C2=C(N1)COC2)C(=O)N[C@@H]2CC[C@H](CC2)N2CC(CC2)(F)F 2-(imidazol-1-yl)-N-[(trans)-4-(3,3-difluoropyrrolidin-1-yl)cyclohexyl]-5H,7H-furo[3,4-d]pyrimidine-4-carboxamide